morpholino(piperazin-1-yl)methanone O1CCN(CC1)C(=O)N1CCNCC1